FC1=CC=C(C=C1)[C@@H]([C@H]1CN2C(C=3N1N=CC(C3O)=O)=NC=C2)C=2C=NC(=CC2)C(F)(F)F (S)-6-((R)-(4-fluorophenyl)(6-(trifluoromethyl)pyridin-3-yl)methyl)-11-hydroxy-5,6-dihydro-10H-imidazo[2',1':3,4]pyrazino[1,2-b]pyridazin-10-one